The molecule is a maleate salt resulting form the reaction of equimolar amounts of maleic acid and ergometrine. It is used in the active management of the third stage of labour, and to prevent or treat postpartum of postabortal haemorrhage caused by uterine atony: by maintaining uterine contraction and tone, blood vessels in the uterine wall are compressed and blood flow reduced. It has a role as an oxytocic and a diagnostic agent. It contains an ergometrine. C[C@@H](CO)NC(=O)[C@H]1CN([C@@H]2CC3=CNC4=CC=CC(=C34)C2=C1)C.C(=C\\C(=O)O)\\C(=O)O